FC(C=1C=CC(=C(C#N)C1)C)F 5-(difluoromethyl)-2-methylbenzonitrile